C(C)(C)N1N=C(C2=NC(=C(C=C21)C)C=2C(=NC=CC2)OC)C 1-isopropyl-5-(2-methoxy-3-pyridinyl)-3,6-dimethyl-pyrazolo[4,3-b]pyridine